CSC=1NC2=C(C=CC1)C=CC=C2 methylsulfanyl-benzazepine